(R)-3-(azetidin-3-yl)-1-(oxetane-3-yl)piperidine N1CC(C1)[C@@H]1CN(CCC1)C1COC1